((5-((2,4-difluorobenzyl)thio)-4-phenyl-4H-1,2,4-triazol-3-yl)methyl)-9H-carbazole FC1=C(CSC=2N(C(=NN2)CC2=CC=CC=3C4=CC=CC=C4NC23)C2=CC=CC=C2)C=CC(=C1)F